1,2-diamino-9-((2r,3r,4r,5r)-3,4-dihydroxy-5-(hydroxymethyl)tetrahydrofuran-2-yl)-7,9-dihydro-1H-purine-6,8-dione NN1C(=NC=2N(C(NC2C1=O)=O)[C@@H]1O[C@@H]([C@@H]([C@H]1O)O)CO)N